FC1(CC(C1)C=O)F 3,3-difluorocyclobutane-aldehyde